2-(4-Methoxy-3-methylphenyl)acetic acid methyl ester COC(CC1=CC(=C(C=C1)OC)C)=O